6-(Cyclopropanecarboxamido)-4-((1-ethyl-7-methoxy-1H-benzo[d]imidazol-6-yl)amino)-N-(methyl-d3)nicotinamide C1(CC1)C(=O)NC1=NC=C(C(=O)NC([2H])([2H])[2H])C(=C1)NC=1C=CC2=C(N(C=N2)CC)C1OC